CN1N=C(C(=C1)C=1C=NN(C1)C)C(C(C1=CC=CC=C1)NC1=CC(=CC=C1)OC)=O 1-(1,1'-dimethyl-1H,1'H-[4,4'-bipyrazol]-3-yl)-2-((3-methoxyphenyl)amino)-2-phenylethanone